[(Z)-non-2-enyl] 8-[3-[2-[2-[2-[2-(tert-butoxycarbonylamino)ethoxy]ethoxy]ethoxy]ethoxy]-2-[8-[(Z)-non-2-enoxy]-8-oxo-octoxy]propoxy]octanoate C(C)(C)(C)OC(=O)NCCOCCOCCOCCOCC(COCCCCCCCC(=O)OC\C=C/CCCCCC)OCCCCCCCC(=O)OC\C=C/CCCCCC